OCC(C1=CC[C@H]2[C@@H]3CCC4=CC(CC[C@]4(C)[C@H]3CC[C@]12C)=O)=O hydroxy-pregn-4,16-diene-3,20-dione